COC1=C(C(=NC=C1)C(=O)N[C@H](C(=O)O[C@H]([C@@H](C)C1=C(C=CC=C1)C)C)C)OC(CC)=O [(1S,2S)-1-methyl-2-(o-tolyl)propyl] (2S)-2-[(4-methoxy-3-propanoyloxy-pyridine-2-carbonyl)-amino]propanoate